5-(3-(benzyloxy)-4-iodophenyl)-3-methyl-oxazol-2(3H)-one C(C1=CC=CC=C1)OC=1C=C(C=CC1I)C1=CN(C(O1)=O)C